(R)- and (S)-N-[2-fluoro-4-(pyrazol-1-yl)phenyl]-2-[piperidine-4-sulfinyl]-1,6-naphthyridin-7-amine FC1=C(C=CC(=C1)N1N=CC=C1)NC1=NC=C2C=CC(=NC2=C1)[S@](=O)C1CCNCC1 |r|